C1(CC1)C1=CC=C(C=C1)N1N=C2CC(NCC3C2=C1CCN3C(=O)OC(C)(C)C)=O tert-butyl 2-(4-cyclopropylphenyl)-8-oxo-2,3,4,5a,6,7,8,9-octahydro-5H-1,2,5,7-tetraazabenzo[cd]azulene-5-carboxylate